2-chloro-6-methoxy-4-(2-methyl-1-oxo-1,2-dihydro-2,7-naphthyridin-4-yl)benzaldehyde ClC1=C(C=O)C(=CC(=C1)C1=CN(C(C2=CN=CC=C12)=O)C)OC